N-(2-{3-[(1R)-1-({6-[1-(cyclopropanecarbonyl)-4-oxo-1,4lambda5-azaphosphinan-4-yl]-2-methylpyrido[3,4-d]pyrimidin-4-yl}amino)ethyl]-2-fluorophenyl}-2,2-difluoroethyl)-N-methylacetamide C1(CC1)C(=O)N1CCP(CC1)(=O)C1=CC2=C(N=C(N=C2N[C@H](C)C=2C(=C(C=CC2)C(CN(C(C)=O)C)(F)F)F)C)C=N1